1,1-difluoroallene FC(=C=C)F